tert-butyl (4-bromo-3-fluoro-2-methoxybenzyl)carbamate BrC1=C(C(=C(CNC(OC(C)(C)C)=O)C=C1)OC)F